butylammonium hydrogensulfate S(=O)(=O)(O)[O-].C(CCC)[NH3+]